C(C)OC(C(C(=O)OCC)(OC[C@H]1OC([C@@H]([C@]1(C#C)OC(C)=O)OC(C)=O)OC(C)=O)CC1=CC=C(C=C1)N1C(NCCC1)=O)=O 2-(4-(2-oxotetrahydropyrimidin-1(2H)-yl)benzyl)-2-(((2r,3r,4r)-3,4,5-triacetoxy-3-ethynyltetrahydrofuran-2-yl)methoxy)malonic acid diethyl ester